N1C=NC2=C1C=CC(=C2)N2C(NCC2C2=CC=C(C=C2)O)=O 1-(1H-benzo[d]imidazol-5-yl)-5-(4-hydroxyphenyl)imidazolidin-2-one